[N+](=O)([O-])C=1C(=NC(=C(C1)[N+](=O)[O-])N[N+](=O)[O-])N[N+](=O)[O-] 3,5-dinitro-2,6-dinitroaminopyridine